C(C)(C)(C)OC(=O)N1C(CC1)C1=CC=C(C=C1)N1CC(CC1)F [4-(3-fluoropyrrolidin-1-yl)phenyl]azetidine-1-carboxylic acid tert-butyl ester